1-(4-cyclopropyloxy-3-nitrophenyl)-4-cyclopropylpiperazine C1(CC1)OC1=C(C=C(C=C1)N1CCN(CC1)C1CC1)[N+](=O)[O-]